N-[(2,5-dichlorophenyl)methyl]-1-[5-(pyridin-4-yl)-1H-pyrazole-3-carbonyl]piperidine-4-carboxamide ClC1=C(C=C(C=C1)Cl)CNC(=O)C1CCN(CC1)C(=O)C1=NNC(=C1)C1=CC=NC=C1